bromovaleric acid BrC(C(=O)O)CCC